(R)-2-amino-5-(2,6-difluorophenyl)-4-oxo-4,5-dihydrofuran-3-yl-5-d phenylmethanesulfonate C1(=CC=CC=C1)CS(=O)(=O)OC1=C(O[C@](C1=O)([2H])C1=C(C=CC=C1F)F)N